FC(OC[C@@H](C)OC=1C=NN(C1)C12CC(C1)(C2)N)(F)F 3-(4-{[(2R)-1-(trifluoromethoxy)propan-2-yl]oxy}-1H-pyrazol-1-yl)bicyclo[1.1.1]pentan-1-amine